C(C)(C)(C)C1N=C(C2=C(C(=CC=C2C1)C(\C=C\C1=NC=C(C=C1)Cl)=O)O)C Tert-butyl-(E)-7-(3-(5-chloropyridin-2-yl)acryloyl)-8-hydroxy-1-methyl-3,4-dihydroisoquinoline